CC1=C(C(=CC=C1)C)N=C(C)C(C)=NC1=C(C=CC=C1C)C N,N'-bis-(2,6-dimethylphenyl)butane-2,3-diimine